4-(5-chloro-2-methoxyphenyl)-N-(5-((5-(2-hydroxypropan-2-yl)pyridin-2-yl)methoxy)-1,3,4-thiadiazol-2-yl)-6-methylnicotinamide ClC=1C=CC(=C(C1)C1=CC(=NC=C1C(=O)NC=1SC(=NN1)OCC1=NC=C(C=C1)C(C)(C)O)C)OC